C(C)(C)(C)C=1C=C(C=C(C1)C(C)(C)C)C1=C(C(=CC(=C1)C)C1=C(C=CC=C1)C1=NC(=CC=C1)CNC1=C(C=CC=C1C(C)C)C(C)C)O 3-(3,5-di-tert-butylphenyl)-2'-(6-((2,6-diisopropylphenylamino)methyl)pyridin-2-yl)-5-methylbiphenyl-2-ol